Butoxyethyl (3-ethyl-3-oxetanylmethyl) ether C(C)C1(COC1)COCCOCCCC